5-fluoro-6-(1'-isobutyl-[1,4'-bipiperidin]-4-yl)-1-methyl-2-(4-(methyl-sulfonyl)phenyl)-1H-benzo[d]imidazole FC1=CC2=C(N(C(=N2)C2=CC=C(C=C2)S(=O)(=O)C)C)C=C1C1CCN(CC1)C1CCN(CC1)CC(C)C